(Z)-1-[1-chloro(2H3)ethylidene]-2-(2,4-dichlorophenyl)hydrazine Cl\C(\C([2H])([2H])[2H])=N/NC1=C(C=C(C=C1)Cl)Cl